OC1=C(C=C(C=C1OC)C=CC(=O)OC(C(=O)O)CC(=O)O)OC 2-((3-(4-hydroxy-3,5-dimethoxyphenyl)acryloyl)oxy)succinic acid